2-amino-4-[6-chloro-4-(3,8-diazabicyclo[3.2.1]octan-3-yl)-8-fluoro-2-(2-oxoethoxy)quinazolin-7-yl]-7-fluoro-benzothiophene-3-carbonitrile NC=1SC2=C(C1C#N)C(=CC=C2F)C2=C(C=C1C(=NC(=NC1=C2F)OCC=O)N2CC1CCC(C2)N1)Cl